NC1=NC=CC(=C1C#CC(=O)N1CCC(CC1)OC)OC1=C(C=C(C=C1)NC(=O)C=1C(N(N=CC1)C1=CC=C(C=C1)F)=O)F N-(4-(2-amino-3-(3-(4-methoxypiperidin-1-yl)-3-oxoprop-1-ynyl)pyridin-4-yloxy)-3-fluorophenyl)-2-(4-fluorophenyl)-3-oxo-2,3-dihydropyridazine-4-carboxamide